(rac)-tert-butyl 1-((2-amino-7-bromoquinazolin-4-yl)amino)-6-azaspiro[2.5]octane-6-carboxylate NC1=NC2=CC(=CC=C2C(=N1)N[C@@H]1CC12CCN(CC2)C(=O)OC(C)(C)C)Br |r|